ClC=1C(=NC(=NC1)NC=1C=C2CCN(CC2=CC1)C(=O)OC(C)(C)C)NC1=C(C=CC=C1)S(N(C)C)(=O)=O tert-butyl 6-((5-chloro-4-((2-(N,N-dimethylsulfamoyl) phenyl) amino) pyrimidin-2-yl) amino)-3,4-dihydroisoquinoline-2(1H)-carboxylate